sulfuric acid, scandium salt [Sc+3].S([O-])([O-])(=O)=O.S([O-])([O-])(=O)=O.S([O-])([O-])(=O)=O.[Sc+3]